C(C)(=O)ON=C(C)C(CC)=O 2-acetoxyiminopentane-3-one